1-(4-(3-(3,4-dichlorophenyl)-1,2,4-oxadiazol-5-yl)piperidin-1-yl)-2-(1-methyl-1H-1,2,4-triazol-5-yl)ethan-1-one ClC=1C=C(C=CC1Cl)C1=NOC(=N1)C1CCN(CC1)C(CC1=NC=NN1C)=O